CC1=C(C=NC=C1B1OC(C(O1)(C)C)(C)C)N 4-methyl-5-(4,4,5,5-tetramethyl-1,3,2-dioxaborolan-2-yl)pyridin-3-amine